C(C)(=O)NC1(CCN(CC1)C1=CC(=NC=2N1N=C(C2C2=CC=C(C=C2)Cl)C2=C(C=CC=C2)Cl)N(CCC(=O)N)C)C 3-[[7-(4-acetamido-4-methyl-1-piperidinyl)-2-(2-chlorophenyl)-3-(4-chlorophenyl)pyrazolo[1,5-a]pyrimidin-5-yl]-methyl-amino]propionamide